N-((3R)-3-Hydroxy-4-(3-(6-(trifluoromethyl)pyridin-2-yl)pyrrolidin-1-yl)butyl)-2-methyl-2,4,6,7-tetrahydro-5H-pyrazolo[4,3-c]pyridine-5-carboxamide O[C@H](CCNC(=O)N1CC=2C(CC1)=NN(C2)C)CN2CC(CC2)C2=NC(=CC=C2)C(F)(F)F